6-(4-ethylphenoxy)-N-methylnicotinamide C(C)C1=CC=C(OC2=NC=C(C(=O)NC)C=C2)C=C1